dicyclopentyl(3,5-diethylphenyl)phosphine C1(CCCC1)P(C1=CC(=CC(=C1)CC)CC)C1CCCC1